bis(methoxybenzoyl) peroxide COC1=C(C(=O)OOC(C2=C(C=CC=C2)OC)=O)C=CC=C1